NC(C([C@H](CC1=CC=CC=C1)NC(=O)C=1C(=NN(C1)C1CC1)C1=CC=CC=C1)=O)=O (S)-N-(4-AMINO-3,4-DIOXO-1-PHENYLBUTAN-2-YL)-1-CYCLOPROPYL-3-PHENYL-1H-PYRAZOLE-4-CARBOXAMIDE